C1(CC1)C1=C(C(=CC(=C1)OC(F)F)C(C)C)NC(=O)N=[S@](=O)(N)C1=C(C=C(C=C1)C(C)(C)O)C (R)-N'-(2-cyclopropyl-4-(difluoromethoxy)-6-isopropylphenylcarbamoyl)-4-(2-hydroxypropan-2-yl)-2-methyl-benzenesulfonimidamide